(R)-N-(3-(4-chlorophenyl)-1-isopentylpyrrolidin-3-yl)-4-(trifluoromethoxy)benzenesulfonamide ClC1=CC=C(C=C1)[C@]1(CN(CC1)CCC(C)C)NS(=O)(=O)C1=CC=C(C=C1)OC(F)(F)F